O1CC(C1)C1=CC=C(C=C1)C1CN(C1)C(=O)N1CC(CC1)C1=CC=NN1 (-)-[3-[4-(Oxetan-3-yl)phenyl]azetidin-1-yl]-[3-(1H-pyrazol-5-yl)pyrrolidin-1-yl]methanone